[Ir+]=O iridium(III) oxide